FC(CC[C@H]1[C@@H](C1)C(=O)O)(F)F |r| rac-trans-2-(3,3,3-trifluoropropyl)cyclopropane-1-carboxylic acid